tetrathiaanisole S1(SSSC=C1)OC